1-(1-(2-(2H-1,2,3-triazol-2-yl)acetyl)piperidin-4-yl)-3-(2-(difluoromethoxy)-6-methylpyridin-3-yl)-1-(2-isopropylphenyl)urea N=1N(N=CC1)CC(=O)N1CCC(CC1)N(C(=O)NC=1C(=NC(=CC1)C)OC(F)F)C1=C(C=CC=C1)C(C)C